BrC1=C2C(=NC(=C1Cl)NC(OC(C)(C)C)=O)CCO2 tert-butyl N-(7-bromo-6-chloro-2,3-dihydrofuro[3,2-b]pyridin-5-yl)carbamate